1-(4-(2-chloro-4-((3-(3-fluoro-4-methoxyphenyl)imidazo[1,2-a]pyrazin-8-yl)amino)benzoyl)piperazin-1-yl)-2-(methylamino)ethan-1-one hydrochloride Cl.ClC1=C(C(=O)N2CCN(CC2)C(CNC)=O)C=CC(=C1)NC=1C=2N(C=CN1)C(=CN2)C2=CC(=C(C=C2)OC)F